NC1=NC=NN2C1=C(C=C2C=2N=C(N(C2)C)C)C2=CC(=C(C=C2)CC(=O)OC(C)(C)C)OC tert-Butyl 2-(4-(4-amino-7-(1,2-dimethyl-1H-imidazol-4-yl)pyrrolo[2,1-F][1,2,4]triazin-5-yl)-2-methoxyphenyl)acetate